O1CCN(CC1)CC1=CC=C(OCCCCCCNC(=O)C2=CC=3C=NC=CC3N2)C=C1 N-(6-(4-(morpholinomethyl)phenoxy)hexyl)-1H-pyrrolo[3,2-c]pyridine-2-carboxamide